(S)-2-((tert-butyldiphenylsilyl)oxy)-1-phenylethylamine [Si](C1=CC=CC=C1)(C1=CC=CC=C1)(C(C)(C)C)OC[C@H](C1=CC=CC=C1)N